C(C1=CC=CC=C1)SC1=C(C=C(C=C1)Cl)C(C(=O)OC)(C)C methyl 2-[2-(benzylsulfanyl)-5-chlorophenyl]-2-methylpropionate